BrC1=C(C=CC=C1CO)C1=CC(=CC=C1)OCC#C[Si](C)(C)C(C)(C)C (2-Bromo-3'-((3-(tert-butyldimethylsilyl)prop-2-yn-1-yl)oxy)-[1,1'-biphenyl]-3-yl)methanol